3-bromo-2-(4,4-difluoroazepan-1-yl)-6-fluoro-quinoline BrC=1C(=NC2=CC=C(C=C2C1)F)N1CCC(CCC1)(F)F